(R)-(1,3-dimethyl-azetidin-3-yl)-(4-isopropyl-phenyl)-(5-morpholin-4-yl-pyridin-3-yl)-methanol CN1CC(C1)(C)[C@@](O)(C=1C=NC=C(C1)N1CCOCC1)C1=CC=C(C=C1)C(C)C